ClC1=C(CCC2=NNC(=C2)NC=2C(=CC=CC2)N)C(=C(C=C1OC)OC)Cl N1-(3-(2,6-dichloro-3,5-dimethoxyphenethyl)-1H-pyrazol-5-yl)benzene-1,2-diamine